C1(=CC=CC2=CC=CC=C12)C1(COC1)N 3-(Naphthalen-1-yl)oxetan-3-amine